dipotassium zinc ethylene C=C.[Zn].[K].[K]